(3Z)-1-iodo-12,12-diheptyloxy-3-dodecene ICC\C=C/CCCCCCCC(OCCCCCCC)OCCCCCCC